N-[4-(7-amino-2-butyl-4-isopropoxy-imidazo[4,5-d]pyridazin-3-yl)butyl]-N-tetrahydropyran-4-yl-acetamide NC=1N=NC(=C2C1N=C(N2CCCCN(C(C)=O)C2CCOCC2)CCCC)OC(C)C